(rac)-1-(2-(4-isopropylphenyl)-2,3,4,5,5a,6,8,9-octahydro-7H-10-oxa-1,2,5,7-tetraazacycloocta[cd]inden-7-yl)prop-2-en-1-one C(C)(C)C1=CC=C(C=C1)N1N=C2C=3[C@@H](NCCC13)CN(CCO2)C(C=C)=O |r|